CC1(CCC1)NC1=NC2=C(N1)C=C(C=C2C(F)(F)F)C(F)(F)F N-(1-methylcyclobutyl)-4,6-bis(trifluoromethyl)-1H-benzo[d]imidazol-2-amine